FC1=C(C(=O)N[C@H](C(=O)OC)CC2=C3C=CC=NC3=C(C=C2)C2=NC(=C(C=C2C)C)C)C(=CC=C1)F methyl (S)-2-(2,6-difluorobenzamido)-3-(8-(3,5,6-trimethylpyridin-2-yl)quinolin-5-yl)propanoate